C[O-].[Na+].C(#N)C=1C=CC=2C(N1)=NN(C2)CC2=C1C=CNC1=C(C=C2S(=O)(=O)NC)C 4-((6-cyano-2H-pyrazolo[3,4-b]pyridin-2-yl)methyl)-N,7-dimethyl-1H-indole-5-sulfonamide Sodium methoxide